FC(C1=C(C=CC=C1)CN1N=C(N=C1)C(=O)N)(F)F 1-[[2-(trifluoromethyl)phenyl]methyl]-1,2,4-triazole-3-carboxamide